OCC1=C(C(=O)O)C=CC(=C1)[N+](=O)[O-] 2-(hydroxymethyl)-4-nitrobenzoic acid